Cl.FC1=C(CN2N=CC(=C2)CN)C=CC(=C1F)F (1-(2,3,4-trifluorobenzyl)-1H-pyrazol-4-yl)methylamine hydrochloride